3-[1-(2-acetylamino-thiazol-5-yl)-1H-imidazol-4-yl]-N-cyclopropyl-4-methyl-benzamide C(C)(=O)NC=1SC(=CN1)N1C=NC(=C1)C=1C=C(C(=O)NC2CC2)C=CC1C